(S)-Methyl 5-((1-(4-(((benzyloxy)carbonyl)amino)butoxy)propan-2-yl)amino)benzo[c][2,6]naphthyridine-8-carboxylate C(C1=CC=CC=C1)OC(=O)NCCCCOC[C@H](C)NC1=NC2=C(C3=CN=CC=C13)C=CC(=C2)C(=O)OC